10-(5-((1S,4S)-2-oxa-5-azabicyclo[2.2.1]heptan-5-yl)pentyl)-3,7-dibromo-8-methyl-10H-benzo[b]pyrido[2,3-e][1,4]oxazine [C@@H]12OC[C@@H](N(C1)CCCCCN1C3=C(OC4=C1N=CC(=C4)Br)C=C(C(=C3)C)Br)C2